2-(2,6-dioxopiperidin-3-yl)-5-((7-(3-(3-((5-(5-methyl-5H-pyrido[4,3-b]indol-7-yl)pyridin-2-yl)oxy)azetidine-1-carbonyl)bicyclo[1.1.1]pentan-1-yl)heptyl)oxy)isoindoline-1,3-dione O=C1NC(CCC1N1C(C2=CC=C(C=C2C1=O)OCCCCCCCC12CC(C1)(C2)C(=O)N2CC(C2)OC2=NC=C(C=C2)C=2C=CC=1C3=C(N(C1C2)C)C=CN=C3)=O)=O